1,3,5-Triazine-2,4-diamine N1=C(N=C(N=C1)N)N